2-benzenesulphonic acid C1=C(C=CC=C1)S(=O)(=O)O